Tert-butyl (6-bromo-2-oxo-1,2,3,4-tetrahydro-1,8-naphthyridin-3-yl)carbamate BrC=1C=C2CC(C(NC2=NC1)=O)NC(OC(C)(C)C)=O